ClC=1C=C(NCCOCCCN(C(OC(C)(C)C)=O)C)C=CC1F tert-butyl N-[3-[2-(3-chloro-4-fluoro-anilino)ethoxy]propyl]-N-methyl-carbamate